The molecule is a pyrimidine ribonucleoside 5'-monophosphate in which the pyrimidine element is 5-methyluracil. Derived from breakdown of an RNA molecule, typically a tRNA modified at position 54 (U to T). It derives from a ribothymidine. It is a conjugate acid of a TMP(2-). CC1=CN(C(=O)NC1=O)[C@H]2[C@@H]([C@@H]([C@H](O2)COP(=O)(O)O)O)O